3,5-dimethyldispiro[thieno[2,3-c]pyrrole-6,1'-cyclohexane-4',2''-[1,3]dioxolan]-4(5H)-one CC1=CSC2=C1C(N(C21CCC2(OCCO2)CC1)C)=O